CN(CC[C@@H](C)NC(=O)C=1C=NC2=C(C=CC=C2C1)C1=CC=C(C=C1)C(F)(F)F)C N-[(1R)-3-(Dimethylamino)-1-methyl-propyl]-8-[4-(trifluoromethyl)phenyl]quinoline-3-carboxamide